O[C@H](CC)C1=CC(=C(C=N1)C1=NC=C2C=C(N=CC2=C1)C1(CCC1)C(=O)N)C (7-{6-[(1R)-1-hydroxypropyl]-4-methylpyridin-3-yl}-2,6-naphthyridin-3-yl)cyclobutanecarboxamide